5-chloro-3-cyclobutyl-1-(tetrahydro-2H-pyran-2-yl)-7-vinyl-1H-pyrazolo[4,3-b]pyridine ClC1=CC(=C2C(=N1)C(=NN2C2OCCCC2)C2CCC2)C=C